ClC=1C(=CC2=C([C@@H]([C@](O2)(C2=CC=CC=C2)CN[C@@H]2CC[C@@H](CC2)O)OC)C1C1=C(C(=O)N)C=CC(=C1F)OC(F)F)F 2-((2s,3s,4s)-5-chloro-6-fluoro-2-((((cis)-4-hydroxycyclohexyl)amino)methyl)-3-methoxy-2-phenyl-2,3-dihydrobenzofuran-4-yl)-4-(difluoromethoxy)-3-fluorobenzamide